4-(3-(Ethoxycarbonyl)-1,2,4-oxadiazol-5-yl)cyclohexanecarboxylic acid C(C)OC(=O)C1=NOC(=N1)C1CCC(CC1)C(=O)O